5-methyl-5-nonyldihydrofuran-2(3H)-one CC1(CCC(O1)=O)CCCCCCCCC